3-glycidoxypropyl-trimethyl-(ethyl)oxysilane C(C1CO1)OCCCC[Si](OCC)(C)C